ClC=1C(=NC=C(C1)F)C(=O)NC1(CCN(CC1)C1=NC=C(C=C1)C=1C=2N(C=C(C1)OCC(C)(C)O)N=CC2C#N)C 3-chloro-N-(1-(5-(3-cyano-6-(2-hydroxy-2-methylpropoxy)pyrazolo[1,5-a]pyridin-4-yl)pyridin-2-yl)-4-methylpiperidin-4-yl)-5-fluoropicolinamide